ClC1=CC=C(C=C1)CN1C([C@H](CSC2=C1C=C(C=C2)C(NNC(C(C(F)(F)F)(OC)F)=O)=O)NC(OC(C)(C)C)=O)=O tert-butyl N-[(3R)-5-[(4-chlorophenyl)methyl]-4-oxo-7-[[(2,3,3,3-tetrafluoro-2-methoxy-propanoyl)amino]carbamoyl]-2,3-dihydro-1,5-benzothiazepin-3-yl]carbamate